[Cl-].[Cl-].C=[Zr+2](C1=C(C=CC=2C3=CC=C(C=C3CC12)C(C)(C)C)C(C)(C)C)C1C=CC=C1 methylene(cyclopentadienyl)(2,7-ditert-butylfluorenyl)zirconium dichloride